FC=1C=CC2=C(C(N(CC=3N2C=NC3C(=O)OCC)C)=O)C1 ethyl 8-fluoro-5,6-dihydro-5-methyl-6-oxo-4H-imidazo[1,5-a](1,4)benzodiazepine-3-carboxylate